methyl vinylglycolate (methyl 2-hydroxy-3-butenoate) CC(C(=O)O)(C=C)O.C(=C)C(C(=O)OC)O